(2'R,4'R)-3,6'-dimethyl-1,2'-diphenyl-1'-toluenesulfonyl-4'-vinyl-1',4'-dihydro-2'H-spiro[pyrazole-4,3'-quinolin]-5(1H)-one CC1=NN(C(C12[C@H](N(C1=CC=C(C=C1[C@H]2C=C)C)S(=O)(=O)CC2=CC=CC=C2)C2=CC=CC=C2)=O)C2=CC=CC=C2